C(CCCCCCCCC)(=O)N[C@@H](CC(C)C)C(=O)O decanoyl-L-leucine